COC=1C=C(C=NC1)CC1CN(CCC1)CC1=CN=C(S1)NC(C)=O N-(5-((3-((5-methoxypyridin-3-yl)methyl)piperidin-1-yl)methyl)thiazol-2-yl)acetamide